ethyl (5-(4,4,5,5-tetramethyl-1,3,2-dioxaborolan-2-yl)pyrimidin-2-yl)glycinate CC1(OB(OC1(C)C)C=1C=NC(=NC1)NCC(=O)OCC)C